C(C)(=O)N1CCC(CC1)N1CC(C1)N1N=C(C(=C1)NC(C1=NC(=CC=C1)C=1C=NN(C1)C1(CC1)C#N)=O)C(F)F N-(1-(1-(1-acetylpiperidin-4-yl)azetidin-3-yl)-3-(difluoromethyl)-1H-pyrazol-4-yl)-6-(1-(1-cyanocyclopropyl)-1H-pyrazol-4-yl)-2-picolinamide